FC=1C=C(C=C(C1CNCCO)OC)C=1C(=C(C=CC1)C1=C(C(=CC=C1)NC(=O)C1=CN=CN(C1=O)C)C)C N-(3''-fluoro-4''-(((2-hydroxyethyl)amino)methyl)-5''-methoxy-2,2'-dimethyl-[1,1':3',1''-terphenyl]-3-yl)-1-methyl-6-oxo-1,6-dihydropyrimidine-5-carboxamide